furan-2-acetaldehyde O1C(=CC=C1)CC=O